C(C1=CC=CC=C1)(=O)C1=C(C=CC=C1)NC(=O)[C@H]1N(CCC1)CC1=CC=CC=C1 (2S)-N-(2-benzoylphenyl)-1-benzyl-pyrrolidine-2-carboxamide